C(C)(C)(C)OC(CC(C=1C=NC(=CC1)OC)C1CC(C1)CCC(=O)OCC)=O 3-(3-(3-ethoxy-3-oxopropyl)cyclobutyl)-3-(6-methoxypyridin-3-yl)propionic acid tert-butyl ester